isopropyl (S)-6-diazo-2-((R)-2-hydroxy-2-(5-methoxypyridin-3-yl)acetamido)-5-oxohexanoate [N+](=[N-])=CC(CC[C@@H](C(=O)OC(C)C)NC([C@@H](C=1C=NC=C(C1)OC)O)=O)=O